ClC1=NC=C(C(=C1)I)OC 2-chloro-4-iodo-5-methoxypyridine